(2S,3S,4R,5R)-2-((R)-(4-chlorophenyl)fluoromethyl)-5-(4-hydrazineylidene-1,4-dihydro-7H-pyrrolo[2,3-d]pyrimidin-7-yl)tetrahydrofuran-3,4-diol ClC1=CC=C(C=C1)[C@H]([C@H]1O[C@H]([C@@H]([C@@H]1O)O)N1C=CC2=C1NC=NC2=NN)F